4-[2-[([4-[3-(2-[imidazo[1,2-b]pyridazin-3-yl]ethynyl)-4-methylbenzamido]-2-(trifluoromethyl)phenyl]methyl)amino]ethyl]piperazine-1-carboxylate N=1C=C(N2N=CC=CC21)C#CC=2C=C(C(=O)NC1=CC(=C(C=C1)CNCCN1CCN(CC1)C(=O)[O-])C(F)(F)F)C=CC2C